NC=1N=NC(=CC1N1CC2CCC(C1)N2C(=O)OC(C)(C)C)C2=C(C=CC=C2)O tert-butyl 3-[3-amino-6-(2-hydroxyphenyl)pyridazin-4-yl]-3,8-diazabicyclo[3.2.1]octane-8-carboxylate